1,4-bis(4-isocyanatophenylethynyl)-2-ethylbenzene N(=C=O)C1=CC=C(C=C1)C#CC1=C(C=C(C=C1)C#CC1=CC=C(C=C1)N=C=O)CC